difluoroacetyl-3-dimethylaminoacrylic acid FC(C(=O)C(C(=O)O)=CN(C)C)F